(±)-3-(4-(2-Amino-6-methylpyrimidin-4-yl)-1,4-oxazepan-3-yl)-4-chlorobenzoic acid methyl ester COC(C1=CC(=C(C=C1)Cl)[C@@H]1COCCCN1C1=NC(=NC(=C1)C)N)=O |r|